BrC=1C=C2C(=CNC2=CC1)C1=NC=NC2=CC(=C(C=C12)OC)OC 4-(5-Bromoindole-3-yl)-6,7-dimethoxyquinazoline